1-(2-{[3-(4-fluorophenyl)-5-methyl-1,2-oxazol-4-yl]methoxy}-5,6,7,8-tetrahydro-1,6-naphthyridin-6-yl)-2-methanesulfonylethan-1-one FC1=CC=C(C=C1)C1=NOC(=C1COC1=NC=2CCN(CC2C=C1)C(CS(=O)(=O)C)=O)C